6-hydrazino-9-(naphthalen-1-yl)-8-(thiophen-1-yl)-9H-purine N(N)C1=C2N=C(N(C2=NC=N1)C1=CC=CC2=CC=CC=C12)S1C=CC=C1